2-(5-chlorocarbonyl-2-oxazoleyl)-5,6-methylenedioxybenzofuran ClC(=O)C1=CN=C(O1)C=1OC2=C(C1)C=C1C(=C2)OCO1